ClC[C@@H]1CN(C=2C=C(C3=C(C12)C(=CN3)C)O)C (S)-8-(chloromethyl)-1,6-dimethyl-3,6,7,8-tetrahydropyrrolo[3,2-e]indol-4-ol